COC1=CC=C2NC=C(C(C(N(C)C)([2H])[2H])[2H])C2=C1 5-methoxy-α,α,β-trideutero-N,N-dimethyltryptamine